N-[(1S)-1-(dicyclopropylmethyl)-2-[[5-(3,5-dimethyl-1H-pyrazol-4-yl)-6-fluoro-2-pyridyl]amino]-2-oxo-ethyl]-2-(3,3-difluoropropyl)pyrazole-3-carboxamide C1(CC1)C([C@@H](C(=O)NC1=NC(=C(C=C1)C=1C(=NNC1C)C)F)NC(=O)C=1N(N=CC1)CCC(F)F)C1CC1